IC(C1=CC=CC=C1)I α,α-diiodotoluene